2-(5-(1H-pyrazol-4-yl)pyridin-2-yl)-4-((3-methoxyphenyl)amino)-8-(3-(4-methoxyphenyl)propionyl)-2,8-diazaspiro[4.5]decan-3-one N1N=CC(=C1)C=1C=CC(=NC1)N1CC2(C(C1=O)NC1=CC(=CC=C1)OC)CCN(CC2)C(CCC2=CC=C(C=C2)OC)=O